FC=1C=C(CC2CC3(CN(C3)C(=O)N3CC4(C3)NC(OC4)=O)C2)C=C(C1)S(=O)(=O)C 2-[6-(3-fluoro-5-methanesulfonyl-benzyl)-2-azaspiro[3.3]heptane-2-carbonyl]-7-oxa-2,5-diazaspiro[3.4]octan-6-one